C(C1=CC=CC=C1)N1N=C(N=C1)C(=O)N 1-benzyl-1H-1,2,4-triazole-3-carboxamide